6-(2-methoxyethoxy)pyrazolo[1,5-a]pyridine COCCOC=1C=CC=2N(C1)N=CC2